2-methylpropansulfonate CC(CS(=O)(=O)[O-])C